BrCC(C=C)=O 1-bromobutanenon